COCC1=CC=C(C=C1)COC p-xylylene glycol DIMETHYL ETHER